FC1(CC2(C1)C[C@H](N(CC2)CC2=C1C=CNC1=C(C=C2OC)C)C2=CC=C(C(=O)NC1CC3(CC(C3)C(=O)O)C1)C=C2)F 6-(4-((S)-2,2-difluoro-7-((5-methoxy-7-methyl-1H-indol-4-yl)methyl)-7-azaspiro[3.5]nonan-6-yl)benzamido)spiro[3.3]heptane-2-carboxylic acid